(4-vinyl)-benzylquinoline chloride [Cl-].C(=C)C1=CC=C(CC2=NC3=CC=CC=C3C=C2)C=C1